COC(C1=CC=C(C=C1)C=1OCCC1)=O 4-(4,5-dihydrofuran-2-yl)benzoic acid methyl ester